diethyl phosphite (diethyl hydrogen phosphite) C(C)P(O)(O)(O)CC.P(OCC)(OCC)O